Cl.NC1=C2C(=NC=N1)N(N=C2C2=CC=C(C=C2)OC2=CC=CC=C2)C2CCC(CC2)NC([C@H](CC(C)C)NC)=O (S)-N-(4-(4-amino-(4-phenoxyphenyl)-1H-pyrazolo[3,4-d]pyrimidin-1-yl)cyclohexyl)-4-methyl-2-(methylamino)pentanamide hydrochloride